2,4-di-t-octylphenol C(C)(C)(CC(C)(C)C)C1=C(C=CC(=C1)C(C)(C)CC(C)(C)C)O